NC=1C=C(C(=C2C(=CC=NC12)C=C(C(=O)[O-])C#N)F)F 3-(8-amino-5,6-difluoro-4-quinolyl)-2-cyanoacrylate